(1-((tert-butyldiphenylsilyl)oxy)cyclobutyl)methanamine [Si](C1=CC=CC=C1)(C1=CC=CC=C1)(C(C)(C)C)OC1(CCC1)CN